O1COCC2=C1C=CC=C2CCC(=O)NCC=2SC(=CC2)C2=CC(=C(C=C2)F)F 3-(benzo[D][1,3]dioxan-5-yl)-N-((5-(3,4-difluorophenyl)thiophen-2-yl)methyl)propanamide